[7-(4-aminocinnolin-7-yl)-2,2-dimethyl-3H-1-benzofuran-5-yl]boronic acid formic acid salt C(=O)O.NC1=CN=NC2=CC(=CC=C12)C1=CC(=CC=2CC(OC21)(C)C)B(O)O